2-Styrylquinoline C(=CC1=CC=CC=C1)C1=NC2=CC=CC=C2C=C1